CN1C[C@H](CC1)OC1=CC=C2C(=CC(OC2=C1)=O)C1=C(C=CC=C1)C (S)-7-((1-methylpyrrolidin-3-yl)oxy)-4-(o-tolyl)-2H-chromen-2-one